FC1=C2NC(C(=NC2=CC=C1CN1CCN(CC1)C=1C=CC(=NC1)C(=O)NC)C(F)(F)F)=O 5-[4-[[5-fluoro-3-oxo-2-(trifluoromethyl)-4H-quinoxalin-6-yl]methyl]piperazin-1-yl]-N-methyl-pyridine-2-carboxamide